ethyl (R)-5-((1-(2-(1,1-difluoro-2-hydroxyethoxy)-5-fluorophenyl) ethyl) amino)pyrazolo[1,5-a]pyrimidine-3-carboxylate FC(CO)(OC1=C(C=C(C=C1)F)[C@@H](C)NC1=NC=2N(C=C1)N=CC2C(=O)OCC)F